N-((1R,3S)-3-(6-bromo-[1,2,4]triazolo[4,3-a]pyridin-3-yl)cyclohexyl)-4-(oxetan-3-yloxy)-5-(trifluoromethyl)pyrimidin-2-amine BrC=1C=CC=2N(C1)C(=NN2)[C@@H]2C[C@@H](CCC2)NC2=NC=C(C(=N2)OC2COC2)C(F)(F)F